6-(1-(2-Isobutyl-2-azaspiro[3.3]heptan-6-yl)piperidin-4-yl)-1,4-dimethyl-2-(4-(methylsulfonyl)phenyl)-1H-benzo[d]imidazol C(C(C)C)N1CC2(C1)CC(C2)N2CCC(CC2)C=2C=C(C1=C(N(C(=N1)C1=CC=C(C=C1)S(=O)(=O)C)C)C2)C